FC(C1=NN(C(=C1)C(F)F)C1=NC(=CC=C1C(C)O)N1C=NC2=C1C=C(C(=C2)NC=2N=NC(=CC2)C)F)F 1-[2-[3,5-bis(difluoromethyl)pyrazol-1-yl]-6-[6-fluoro-5-[(6-methylpyridazin-3-yl)amino]benzimidazol-1-yl]-3-pyridyl]ethanol